ClC1=C(CNC(=O)C2C=3C=CC=NC3C(CC2)=O)C(=CC(=C1)Cl)C N-(2,4-dichloro-6-methylbenzyl)-8-oxo-5,6,7,8-tetrahydroquinoline-5-carboxamide